tert-butyl 3-(2-((4,4-difluorocyclohexyl)amino)-6-(3-methyl-1H-pyrazol-1-yl)pyridin-4-yl)-3-hydroxypyrrolidine-1-carboxylate FC1(CCC(CC1)NC1=NC(=CC(=C1)C1(CN(CC1)C(=O)OC(C)(C)C)O)N1N=C(C=C1)C)F